(R)-3-((tert-butyldiphenylsilyl)oxy)-1-((2-(tetrahydro-2H-pyran-4-yl)quinolin-6-yl)methyl)pyrrolidin-2-one [Si](C1=CC=CC=C1)(C1=CC=CC=C1)(C(C)(C)C)O[C@H]1C(N(CC1)CC=1C=C2C=CC(=NC2=CC1)C1CCOCC1)=O